5-chloro-3-nitro-2',3',4',5'-tetrahydro-[1,1'-biphenyl]-2-amine ClC1=CC(=C(C(=C1)C=1CCCCC1)N)[N+](=O)[O-]